C(C(C)C)N1CC(N(CC1)C1CC2(C1)CCNCC2)C2=C(C=CC=C2)C(C)C 2-(4-isobutyl-2-(2-isopropylphenyl)piperazin-1-yl)-7-azaspiro[3.5]nonane